(4aS,6R)-6-(2,3-dichloro-6-methoxyphenyl)-4-hydroxy-hexahydropyrrolo[1,2-c][1,3]oxazin-1-one ClC1=C(C(=CC=C1Cl)OC)[C@H]1C[C@@H]2N(C(OCC2O)=O)C1